4-((2-(trifluoromethyl)phenoxy)methyl)piperidine FC(C1=C(OCC2CCNCC2)C=CC=C1)(F)F